ethyl 3-(2-tert-butoxycarbonylamino-ethyl)-5-methyl-isoxazole-4-carboxylate C(C)(C)(C)OC(=O)NCCC1=NOC(=C1C(=O)OCC)C